F[C@@H]1C[C@H](NC1)C(=O)NC1CN(CC1)CC(F)(F)F (2S,4R)-4-Fluoro-N-(1-(2,2,2-trifluoroethyl)pyrrolidin-3-yl)pyrrolidine-2-carboxamide